6-(tert-butyl)-10-((3-Methyloxyoxetan-3-yl)methoxy)-2-oxo-6,7-dihydro-2H-pyrido[2',1':3,4]pyrazino[1,2-b]indazole-3-carboxylic acid ethyl ester C(C)OC(=O)C=1C(C=C2N(C(CN3N=C4C(=CC=CC4=C32)OCC3(COC3)OC)C(C)(C)C)C1)=O